ClC1=C(C=C(C=N1)C1CCN(C(O1)=O)C1=CC(=NN1COCC[Si](C)(C)C)C1=CC=NC=C1)F 6-(6-chloro-5-fluoropyridin-3-yl)-3-(3-(pyridin-4-yl)-1-((2-(trimethylsilyl)ethoxy)methyl)-1H-pyrazol-5-yl)-1,3-oxazinan-2-one